pyridin-3-yl 4,6-di-O-acetyl-3-[4-(4-chloro-3,5-difluorophenyl)-1H-1,2,3-triazol-1-yl]-3-deoxy-2-O-methyl-1-thio-α-D-galactopyranoside C(C)(=O)O[C@@H]1[C@@H]([C@H]([C@@H](SC=2C=NC=CC2)O[C@@H]1COC(C)=O)OC)N1N=NC(=C1)C1=CC(=C(C(=C1)F)Cl)F